(S)-1'-(5-((2-amino-3-chloropyridin-4-yl)thio)pyrazin-2-yl)-N-methyl-1,3-dihydrospiro[indene-2,4'-piperidin]-1-amine NC1=NC=CC(=C1Cl)SC=1N=CC(=NC1)N1CCC2(CC1)[C@@H](C1=CC=CC=C1C2)NC